Allyl (2S,3S)-3-amino-3-(4-chlorophenyl)-2-methylpropanoate hydrochloride Salt Cl.N[C@@H]([C@@H](C(=O)OCC=C)C)C1=CC=C(C=C1)Cl